(2'R,4S)-2-ethyl-2'-methyl-1'-prop-2-ynyl-spiro[6,7-dihydrothieno[3,2-c]pyran-4,4'-piperidine] C(C)C1=CC2=C(CCO[C@@]23C[C@H](N(CC3)CC#C)C)S1